[Cl-].[Cl-].[N+](=O)([O-])C1=C(C=CC(=C1)[N+](=O)[O-])C=1C(=NC=CC1C1=CC=NC=C1)C1=C(C=C(C=C1)[N+](=O)[O-])[N+](=O)[O-] bis(2,4-dinitrophenyl)-4,4'-bipyridine dichloride